ClC1=CC(=C(C[C@@H]2CN(CCO2)C(=O)OC(C)(C)C)C(=C1)B1OC(C(O1)(C)C)(C)C)C tert-butyl (R)-2-(4-chloro-2-methyl-6-(4,4,5,5-tetramethyl-1,3,2-dioxaborolan-2-yl)benzyl)morpholine-4-carboxylate